CC1(O[C@H]2[C@@H](O1)O[C@@H]([C@H]2CCO)COC(C2=CC=CC=C2)(C2=CC=CC=C2)C2=CC=CC=C2)C 2-((3aR,5S,6R,6aR)-2,2-dimethyl-5-((trityloxy)methyl)tetrahydrofuro[2,3-d][1,3]dioxol-6-yl)ethanol